ClC1=C(C=CC=C1B1OC(C(O1)(C)C)(C)C)NC(=O)C1=NN2C([C@H](CCC2)NC(C(=O)OC(C)C)(C)C)=C1 isopropyl 2-[[(4S)-2-[[2-chloro-3-(4,4,5,5-tetramethyl-1,3,2-dioxaborolan-2-yl)phenyl]carbamoyl]-4,5,6,7-tetrahydropyrazolo[1,5-a]pyridin-4-yl]amino]-2-methyl-propanoate